2-propylbis-(2-octyl)phosphine CC(C)P(C(C)CCCCCC)C(C)CCCCCC